(2R)-N-((R)-(3-chloro-4-fluorophenyl)(4,4-difluorocyclohexyl)methyl)-2-methyl-3-oxopiperazine-1-carboxamide ClC=1C=C(C=CC1F)[C@H](NC(=O)N1[C@@H](C(NCC1)=O)C)C1CCC(CC1)(F)F